(Z)-3-HEXEN-1-OL SALICYLATE C(C=1C(O)=CC=CC1)(=O)OCC\C=C/CC